platinum-palladium-gold [Au].[Pd].[Pt]